C(=O)C=1C=NC=2N(C1)N=CC2C(=O)O 6-formylpyrazolo[1,5-a]pyrimidine-3-carboxylic acid